C(C)OC(C(C=O)NNC=1C=C2C=NNC2=CC1)=O 2-[2-(1H-indazol-5-yl)hydrazino]-3-oxopropionic acid ethyl ester